4'-([1,1'-biphenyl]-4,4'-diylbis(oxy))DIPHTHALIC ACID C1(=CC=C(C=C1)OC1=C(C(C(=O)O)=CC=C1)C(=O)O)C1=CC=C(C=C1)OC1=C(C(C(=O)O)=CC=C1)C(=O)O